N1CC(C1)C=1C(=NC=CC1F)OC (azetidin-3-yl)-4-fluoro-2-methoxypyridine